(2S,5R)-2,5-diethyl-4-(1-(4-fluoro-2-(trifluoromethyl)phenyl)ethyl)piperazine C(C)[C@@H]1NC[C@H](N(C1)C(C)C1=C(C=C(C=C1)F)C(F)(F)F)CC